C(C)(C)(C)C=1C=C(NN1)NC(=O)NC1=CC=C(C=C1)N1C=NC2=C1C=CC(=C2)OCCCCCC#C 1-(5-tert-butyl-2H-pyrazol-3-yl)-3-[4-(5-hept-6-ynyloxy-benzimidazol-1-yl)-benzeneyl]-urea